C(C)(=O)NC=1C(=C(C(=CC1)F)NC(C1=C(C(=CC(=C1)NC(=O)[C@@H]1C([C@H]1C1=CC(=C(C=C1)F)C(F)(F)F)(Cl)Cl)C)Cl)=O)F N-(3-acetamido-2,6-difluorophenyl)-2-chloro-5-((1R,3R)-2,2-dichloro-3-(4-fluoro-3-(trifluoromethyl)phenyl)cyclopropane-1-carboxamido)-3-methylbenzamide